The molecule is a doubly-charged nucleotide-sugar oxoanion obtained by deprotonation of the diphosphate OH groups of (R)-NADHX; major species at pH 7.3. It derives from a NADH(2-). It is a conjugate base of a (R)-NADHX. C1CC(=CN([C@@H]1O)[C@H]2[C@@H]([C@@H]([C@H](O2)COP(=O)([O-])OP(=O)([O-])OC[C@@H]3[C@H]([C@H]([C@@H](O3)N4C=NC5=C(N=CN=C54)N)O)O)O)O)C(=O)N